C(C)(C)(C)OC(=O)NC1=CC2=C(NC(=N2)C(F)(F)F)C(=C1)C(=O)O 5-((tert-butoxycarbonyl)amino)-2-(trifluoromethyl)-1H-benzo[d]imidazol-7-carboxylic acid